COC=1C=CC2=C(SC=C2)C1 6-methoxybenzo[b]thiophen